4,4-bis((2-isopropyl-5-methylhexyl)oxy)butyronitrile C(C)(C)C(COC(CCC#N)OCC(CCC(C)C)C(C)C)CCC(C)C